acrylic acid palmityl ester C(CCCCCCCCCCCCCCC)OC(C=C)=O